(5-(ethoxycarbonyl)pyrimidin-2-yl)-2,6-diazaspiro[3.4]octane-2-carboxylic acid tert-butyl ester C(C)(C)(C)OC(=O)N1C(C2(C1)CNCC2)C2=NC=C(C=N2)C(=O)OCC